2-{7-[(1s,3s)-3-hydroxy-3-methylcyclobutyl]-5-methyl-7H-pyrrolo[2,3-c]pyridazin-3-yl}-3-methyl-5-(trifluoromethyl)phenol OC1(CC(C1)N1C=C(C2=C1N=NC(=C2)C2=C(C=C(C=C2C)C(F)(F)F)O)C)C